NCCC[C@]1(SC(=NN1C(=O)N(C)OC)C1=C(C=CC(=C1)F)F)C1=CC=CC=C1 (2S)-2-(3-Aminopropyl)-5-(2,5-difluorophenyl)-N-methoxy-N-methyl-2-phenyl-1,3,4-thiadiazole-3(2H)-carboxamide